[6-(2-azaspiro[3.3]heptan-6-ylmethyl)-3-pyridinyl]-imino-oxo-(trifluoromethyl)-λ6-sulfane tris-(2,2,2-trifluoro-ethyl)phosphate FC(COP(=O)(OCC(F)(F)F)OCC(F)(F)F)(F)F.C1NCC12CC(C2)CC2=CC=C(C=N2)S(C(F)(F)F)(=O)=N